2-(dibutylamino)ethanol acetate C(C)(=O)OCCN(CCCC)CCCC